((2R,7aS)-2-fluorohexahydro-1H-pyrrolizin-7a-yl)(2H2)methanol F[C@@H]1C[C@@]2(CCCN2C1)C(O)([2H])[2H]